4-(trifluoromethoxy)-1,3-benzothiazole-6-carboxylic acid methyl ester COC(=O)C1=CC2=C(N=CS2)C(=C1)OC(F)(F)F